C1(=CC=CC=C1)OP(OC1=CC=CC=C1)OC1=CC=CC=C1 TRIPHENYLPHOSPHITE